N-methoxy-N-methyl-1-(pyridin-3-yl)cyclopentane-1-carboxamide CON(C(=O)C1(CCCC1)C=1C=NC=CC1)C